trans-(3R)-1-(5-(2-([2,2'-Bipyrimidin]-5-yl)cyclopropyl)-2-fluorophenyl)pyrrolidin-3-ol N1=C(N=CC(=C1)[C@H]1[C@@H](C1)C=1C=CC(=C(C1)N1C[C@@H](CC1)O)F)C1=NC=CC=N1